4-({[1-(2-Chlorobenzoyl)-4-cyano-3-{4-[(3-hydroxypyrrolidin-1-yl)sulfonyl]-3-(trifluoromethyl)piperazin-2-yl}-1H-pyrazol-5-yl]oxy}methyl)benzol ClC1=C(C(=O)N2N=C(C(=C2OCC2=CC=CC=C2)C#N)C2NCCN(C2C(F)(F)F)S(=O)(=O)N2CC(CC2)O)C=CC=C1